6-(((R)-3-(4-amino-3-(4-phenoxyphenyl)-1H-pyrazolo[3,4-d]pyrimidin-1-yl)piperidin-1-yl)methyl)-2-(2,6-dioxopiperidin-3-yl)-4-fluoroisoindoline-1,3-dione NC1=C2C(=NC=N1)N(N=C2C2=CC=C(C=C2)OC2=CC=CC=C2)[C@H]2CN(CCC2)CC2=CC(=C1C(N(C(C1=C2)=O)C2C(NC(CC2)=O)=O)=O)F